ClC=1C(=NC=C(C1)Cl)N1N=C(C=C1CO)Br 1-(3,5-dichloro-2-pyridinyl)-3-bromo-1H-pyrazole-5-methanol